Cl.C(C)OC(=O)C1CNCC1(C)C 4,4-dimethylpyrrolidine-3-carboxylic acid ethyl ester hydrochloride